4-(6-Benzenesulfonyl-4-cyano-3-hydroxy-quinolin-2-yl)-4-oxo-butyric acid ethyl ester C(C)OC(CCC(=O)C1=NC2=CC=C(C=C2C(=C1O)C#N)S(=O)(=O)C1=CC=CC=C1)=O